(3-benzothienyl)-D-alanine S1C=C(C2=C1C=CC=C2)N[C@H](C)C(=O)O